NCCOCC=1NC(=C(C(C1C(=O)O)C1=C(C=CC=C1)Cl)C(=O)O)C L-2-((2-aminoethoxy)methyl)-4-(2-chlorophenyl)-6-methyl-1,4-dihydropyridine-3,5-dicarboxylic acid